(S)-ethyl 2-(((9H-fluoren-9-yl)methoxy)carbonylamino)-3-(2-(tert-butoxycarbonylamino)acetamido)propanoate C1=CC=CC=2C3=CC=CC=C3C(C12)COC(=O)N[C@H](C(=O)OCC)CNC(CNC(=O)OC(C)(C)C)=O